C1=CC(=C(C=C1[N+](=O)[O-])N)C(=O)O The molecule is an aminobenzoic acid that is anthranilic acid with a nitro substituent at position 4. It has a role as a mutagen. It is an aminobenzoic acid and a nitrobenzoic acid. It derives from an anthranilic acid.